OC1=C(C#N)C=C(C=C1C=1SC=CN1)C(F)(F)F hydroxy-3-thiazol-2-yl-5-(trifluoromethyl)benzonitrile